FC1=C(C=CC=C1F)C1=C2N(C(=NC1=O)NC1CC(C1)O)C=CC(=C2)C(F)(F)F 4-(2,3-difluorophenyl)-1-(((1S,3S)-3-hydroxycyclobutyl)amino)-6-(trifluoromethyl)-3H-pyrido[1,2-c]pyrimidin-3-one